CN([C@@H](CC1=CC(=C(C(=O)NC)C=C1C)F)CNC(C[C@@H](C1(CC1)C(F)(F)F)C1=CC=CC=C1)=O)C 4-((S)-2-(dimethylamino)-3-((R)-3-phenyl-3-(1-(trifluoromethyl)cyclopropyl)propanamido)propyl)-2-fluoro-N,5-dimethylbenzamide